C1(=CC=CC=C1)[S+](C=1SC=CC1)C1=CC=CC=C1 diphenyl-(2-thienyl)sulfonium